FCCCN1C(SC2=C1C=CC=C2)C2=CC=C(C=C2)OC 3-(3-fluoropropyl)-2-(4-methoxyphenyl)-2,3-dihydrobenzo[d]thiazole